5-Chloropyrazolo[1,5-a]pyrimidine-2-carboxylic acid ethyl ester C(C)OC(=O)C1=NN2C(N=C(C=C2)Cl)=C1